(1,1'-biphenyl)-4-carboxaldehyde C1(=CC=C(C=C1)C=O)C1=CC=CC=C1